O1C(OCC1)C1=C(C=CC=C1C)C(=O)C1=C(C=CC=C1)ON=C(C)C [2-(1,3-Dioxolan-2-yl)-3-methylphenyl]{2-[(propan-2-ylideneamino)-oxy]phenyl}methanone